1-(4-bromobutoxy)-4-fluoro-2-iodobenzene BrCCCCOC1=C(C=C(C=C1)F)I